C(C)(=O)OC1=C(C=CC=C1)C1=C(C=CC=C1)OC(C)=O 2,2'-diacetoxybiphenyl